4-[[3-(3,5-difluorophenyl)-5-methoxy-4H-isoxazole-5-carbonyl]amino]tetrahydrofuran-2-carboxylic acid methyl ester COC(=O)C1OCC(C1)NC(=O)C1(CC(=NO1)C1=CC(=CC(=C1)F)F)OC